2-(6-{[(3R)-3-(2,3-Dichloro-6-fluorophenyl)-1-(prop-2-enoyl)pyrrolidin-3-yl]amino}-3-(trifluoromethyl)indazol-2-yl)-N-methylacetamide ClC1=C(C(=CC=C1Cl)F)[C@]1(CN(CC1)C(C=C)=O)NC=1C=CC2=C(N(N=C2C1)CC(=O)NC)C(F)(F)F